The molecule is a member of the class of anthraquinone that is 1,4-diamino-9,10-anthraquinone in which the two amino groups are carrying 3-(diethylamino)-2-hydroxypropyl and (oxiran-2-yl)methyl substituents. It exhibits anti-cancer properties. It has a role as an antineoplastic agent and an apoptosis inducer. It is an anthraquinone, an epoxide, a tertiary amino compound, a secondary amino compound and a secondary alcohol. It derives from a 9,10-anthraquinone. CCN(CC)C[C@H](CNC1=C2C(=C(C=C1)NC[C@H]3CO3)C(=O)C4=CC=CC=C4C2=O)O